7-chloro-1-methyl-6-(4,4,5,5-tetramethyl-1,3,2-dioxaborolan-2-yl)-1H-indazole ClC=1C(=CC=C2C=NN(C12)C)B1OC(C(O1)(C)C)(C)C